C(CCCCCCCC)OCOCCCC(CC(CC(C)[Mg]I)C)C 8-nonyloxymethoxy-1,3,5-trimethyloctylmagnesium iodide